C(C)OC(=O)C=1C(=NC(=NC1)Cl)Cl 5-ethoxycarbonyl-2,4-dichloropyrimidine